CC1=NC=C(C=C1N)C1=CC(=NN1)C1CCN(CC1)CC1=NC2=CC=CC=C2C(=N1)C Methyl-5-(3-(1-((4-methylquinazolin-2-yl)methyl)piperidin-4-yl)-1H-pyrazol-5-yl)pyridin-3-amine